Cl.CN1CC(CC1)CC(=O)N 2-(1-methylpyrrolidin-3-yl)acetamide hydrochloride